C(C)OC(=O)[C@H]1[C@@H](C1)CCOCC1=CC=CC=C1 (1R,2S)-2-(2-(benzyloxy)ethyl)cyclopropanecarboxylic acid ethyl ester